C(C)(C)(C)OC(/N=C\1/NC(CC(N1)(CC)CC)=O)=O.CC1=C(C=C(C=C1)C)C=1N=C(NC1)C1N(CCCC1)C(C(C)SC)=O 1-(2-(4-(2,5-Dimethylphenyl)-1H-imidazol-2-yl)piperidin-1-yl)-2-(methylsulfanyl)propan-1-one (E)-tert-butyl-(4,4-diethyl-6-oxotetrahydropyrimidin-2(1H)-ylidene)carbamate